3-cyclopropyl-4-(2-fluoro-5-methyl-4-methanesulfonyl-phenyl)-1H-pyrazolo[4,3-c]pyridine C1(CC1)C1=NNC2=C1C(=NC=C2)C2=C(C=C(C(=C2)C)S(=O)(=O)C)F